N1N=CC(=C1)C1=CN=C2N1CC(C2)C2=C(C=CC(=C2Cl)Cl)O (3-(1H-pyrazol-4-yl)-6,7-dihydro-5H-pyrrolo[1,2-a]imidazol-6-yl)-3,4-dichlorophenol